tert-butyl N-[[5-[6-methoxy-5-[(5-methyl-3-phenyl-isoxazole-4-carbonyl)amino] pyrazin-2-yl]pyrimidin-2-yl]methyl]carbamate COC1=C(N=CC(=N1)C=1C=NC(=NC1)CNC(OC(C)(C)C)=O)NC(=O)C=1C(=NOC1C)C1=CC=CC=C1